CC=1C=C2C=C(C=NC2=CC1)C#CC=1C=C(C(=O)NN)C=CC1 3-[2-(6-methyl-3-quinolyl)ethynyl]-benzohydrazide